4-(2,6-bis(bis(2-methoxyethyl)amino)-8-(1-methyl-1,4,6,7-tetrahydro-5H-imidazo[4,5-c]pyridin-5-yl)pyrimido[5,4-d]pyrimidin-4-yl)-1-methylpiperazin COCCN(C=1N=C(C2=C(N1)C(=NC(=N2)N(CCOC)CCOC)N2CC1=C(CC2)N(C=N1)C)N1CCN(CC1)C)CCOC